ethyl 1-((tetrahydrofuran-3-yl) methyl)-2-((6-(trifluoromethoxy) benzo[d]oxazol-2-yl) amino)-1H-benzo[d]imidazole-5-carboxylate O1CC(CC1)CN1C(=NC2=C1C=CC(=C2)C(=O)OCC)NC=2OC1=C(N2)C=CC(=C1)OC(F)(F)F